C1(=CC(=CC=C1)N1N=NC(=C1)C1CCN(CC1)CC(O)C1=CC=C(C=C1)OC(F)(F)F)C 2-(4-(1-(m-tolyl)-1H-1,2,3-triazol-4-yl)piperidin-1-yl)-1-(4-(trifluoromethoxy)phenyl)ethan-1-ol